6-(6-(difluoromethyl)imidazo[1,2-a]pyrazin-3-yl)-N-((2S,4S)-2-methylpiperidin-4-yl)pyridin-2-amine FC(C=1N=CC=2N(C1)C(=CN2)C2=CC=CC(=N2)N[C@@H]2C[C@@H](NCC2)C)F